C(C)(C)(C)C=1C=C(C=C(C1O)C(C)(C)C)CC(C(=O)O)CCCCCCC(C(=O)O)CC1=CC(=C(C(=C1)C(C)(C)C)O)C(C)(C)C.C(COCCC(C(=O)O)CC=1C=C(C=C(C1O)C(C)(C)C)C)OCCC(C(=O)O)CC=1C=C(C=C(C1O)C(C)(C)C)C.C(C1=CC=CC=C1)NC=1NC(C=2NC=NC2N1)=O benzyl-guanine ethylenebis(oxyethylene)bis[3-(5-t-butyl-4-hydroxy-m-tolyl)propionate] Hexamethylenebis[3-(3,5-di-tert-butyl-4-hydroxyphenyl)propionate]